ClC=1C=CC(=NC1)NC1=C(C=C(C=C1)C(C(=O)N)=C)C=1N=CN(C1)C (4-((5-chloropyridin-2-yl)amino)-3-(1-methyl-1H-imidazol-4-yl)phenyl)acrylamide